N1=C(C=CC=C1)C(=O)C1=NC=CC=C1 Di(pyridin-2-yl)meth-anon